C(#N)CC1(CNC1)N1N=CC(=C1)C1=C2C(=NC=C1C#N)N(C=C2)COCC[Si](C)(C)C 4-{1-[3-(Cyanomethyl)azetidin-3-yl]-1H-pyrazol-4-yl}-1-{[2-(trimethylsilyl)ethoxy]methyl}-1H-pyrrolo[2,3-b]pyridine-5-carbonitrile